P(=O)(OCCN(C)CC1=C(C=CC(=C1)NC([C@H](C)NC([C@H](C)NC(CN=[N+]=[N-])=O)=O)=O)COC(=O)OC1=CC=C(C=C1)[N+](=O)[O-])(OCC[N+](C)(C)C)[O-] 2-((5-((S)-2-((S)-2-(2-azidoacetamido)propanamido) propanamido)-2-((((4-nitrophenoxy)carbonyl)oxy)methyl)benzyl)(methyl)amino)ethyl (2-(trimethylammonio)ethyl) phosphate